C1(=CC=CC=C1)C1=C(C=CC(=C1)OC1=CC=CC=C1)S(=O)(=O)ONC(=O)NC1=CC=CC=C1 3-phenylureido phenyl-4-phenyloxybenzenesulfonate